2-((tert-Butoxycarbonyl)amino)-7-chloro-3-cyanothieno[3,2-c]pyridine 5-oxide C(C)(C)(C)OC(=O)NC1=C(C=2C=[N+](C=C(C2S1)Cl)[O-])C#N